CC=1C(=NC(=NC1)NC1=NC=C(C=C1)C)NN1C(OC2=C1C=CC=C2)=O (5-methyl-2-(5-methylpyridin-2-ylamino)pyrimidin-4-ylamino)benzo[d]oxazol-2(3H)-one